borafluorene B1=CC=CC2=C1CC3=CC=CC=C32